trans-[(3S)-3-(5-fluoro-6-methylpyridin-3-yl)-1,2-oxazolidin-2-yl]-[4-[(8-fluoro-[1,2,4]triazolo[1,5-a]pyridine-6-yl)methyl]cyclohexyl]methanone FC=1C=C(C=NC1C)[C@H]1N(OCC1)C(=O)[C@@H]1CC[C@H](CC1)CC=1C=C(C=2N(C1)N=CN2)F